1-(2-(dimethylamino)ethyl)-N-(4-(7-fluoro-1-methyl-1H-indol-3-yl)-5-(trifluoromethyl)pyrimidin-2-yl)-2-methyl-1H-benzo[d]imidazol-5-amine CN(CCN1C(=NC2=C1C=CC(=C2)NC2=NC=C(C(=N2)C2=CN(C1=C(C=CC=C21)F)C)C(F)(F)F)C)C